6-iodo-imidazo[1,2-a]Pyridine IC=1C=CC=2N(C1)C=CN2